2-(2,3-dichloro-4-(2-methylenebutanoyl)phenoxy)-N-(1H-indol-6-yl)acetamide ClC1=C(OCC(=O)NC2=CC=C3C=CNC3=C2)C=CC(=C1Cl)C(C(CC)=C)=O